CC1=C(C=CC(=C1)C)SC=1N=C2N(C=NC(=C2N1)N)CCCC#C 8-[(2,4-dimethylphenyl)sulfanyl]-3-pent-4-yn-1-yl-3H-purin-6-amine